disodium oxybis(hexylbenzenesulfonate) O(C1=C(C=CC=C1CCCCCC)S(=O)(=O)[O-])C1=C(C=CC=C1CCCCCC)S(=O)(=O)[O-].[Na+].[Na+]